(S)-5-((5-(2-methoxy-4-methyl-6-(pyrrolidin-3-ylmethoxy)phenyl)-1H-pyrazol-3-yl)amino)pyrazine-2-carbonitrile COC1=C(C(=CC(=C1)C)OC[C@@H]1CNCC1)C1=CC(=NN1)NC=1N=CC(=NC1)C#N